(R)-6-(5-methyl-1-(1-methylpiperidin-4-yl)-1H-pyrazol-4-yl)-4-(1-(pyridin-2-yl)ethoxy)pyrazolo[1,5-a]pyridine-3-carbonitrile CC1=C(C=NN1C1CCN(CC1)C)C=1C=C(C=2N(C1)N=CC2C#N)O[C@H](C)C2=NC=CC=C2